(R)-1-isopropyl-3-methyl-8-(6-(1-(2-(4-(trifluoromethyl)piperidin-1-yl)ethoxy)ethyl)pyridin-3-yl)-1H-imidazo[4,5-c]cinnolin-2(3H)-one C(C)(C)N1C(N(C=2N=NC=3C=CC(=CC3C21)C=2C=NC(=CC2)[C@@H](C)OCCN2CCC(CC2)C(F)(F)F)C)=O